(7R,14R)-1-(difluoromethoxy)-11-(2-hydroxypyrimidin-5-yl)-6,7-dihydro-7,14-methanobenzimidazo[1,2-b][2,5]benzodiazocin-5(14H)-one FC(OC1=CC=CC=2C(N[C@H]3C=4N([C@@H](C21)C3)C3=C(N4)C=CC(=C3)C=3C=NC(=NC3)O)=O)F